DS-aspartic acid N[C@H](CC(=O)O)C(=O)O